(S)-N-(4-(6,7-dimethoxy-1H-indol-3-yl)-5-(trifluoromethyl)pyrimidin-2-yl)azepan-3-amine COC1=CC=C2C(=CNC2=C1OC)C1=NC(=NC=C1C(F)(F)F)N[C@@H]1CNCCCC1